ClC=1C=C2C(C(C=NC2=CC1F)C(=O)[O-])=O 6-chloro-7-fluoro-4-oxoquinoline-3-carboxylate